FC1=C(C(=CC=C1)C1=CC=C(C=C1)C(F)(F)F)C(=O)NCC1(NC(NC1=O)=O)C1=CC=NN1C fluoro-N-{[4-(1-methyl-1H-pyrazol-5-yl)-2,5-dioxoimidazolidin-4-yl]methyl}-4'-(trifluoromethyl)[biphenyl]-2-carboxamide